ClC1=NC(=NC(=C1)C1CCCC1)N 4-chloro-6-cyclopentyl-pyrimidin-2-amine